Trans-3-[[5-bromo-2-(8-chloro-4-oxo-chromen-2-yl)-3-pyridyl]oxy]cyclobutane-carboxylic acid BrC=1C=C(C(=NC1)C=1OC2=C(C=CC=C2C(C1)=O)Cl)O[C@@H]1C[C@H](C1)C(=O)O